1-(2-(azetidin-3-yl)ethyl)-4-(2,3-dichlorophenyl)piperazine N1CC(C1)CCN1CCN(CC1)C1=C(C(=CC=C1)Cl)Cl